O1CCN(CC1)CCN 2-morpholinoethan-1-amine